2-chloro-4-((1r,4r)-4-ethoxycyclohexylamino)pyrimidine-5-carbonitrile ClC1=NC=C(C(=N1)NC1CCC(CC1)OCC)C#N